C(C)(C)(C)C(C)OC1=CC=C(N)C=C1 4-((tert-butyl-ethyl)oxy)aniline